ClC=1C=C(C=C(C1)Cl)N1CCN(CC1)CC=1C=C2C(N(C(C2=CC1)=O)N1C(NC(CC1)=O)=O)=O 5-((4-(3,5-dichlorophenyl)piperazin-1-yl)methyl)-2-(2,4-dioxotetrahydropyrimidine-1(2H)-yl)isoindoline-1,3-dione